Tert-Butyl ((R)-1-(6-chloro-7-((R)-cyclopropyl(2-(3,3-difluorocyclobutyl)acetamido)methyl)imidazo[1,2-b]pyridazin-2-yl)-2-((1,1,1-trifluoro-2-methylpropan-2-yl)oxy)ethyl)carbamate ClC=1C(=CC=2N(N1)C=C(N2)[C@H](COC(C(F)(F)F)(C)C)NC(OC(C)(C)C)=O)[C@H](NC(CC2CC(C2)(F)F)=O)C2CC2